carboxy-4-hydroxy-2-pyridone C(=O)(O)C=1C(NC=CC1O)=O